3-((4-ethylphenyl)sulfonyl)-N-(pyridin-4-ylmethyl)-6-(trifluoromethoxy)quinolin-4-amine C(C)C1=CC=C(C=C1)S(=O)(=O)C=1C=NC2=CC=C(C=C2C1NCC1=CC=NC=C1)OC(F)(F)F